CCCCCCCCCCCCCCCC(=O)OC(CC(=O)[O-])C[N+](C)(C)C palmitoyl-carnitine